CC1=CC=C(C=C1)S(=O)(=O)N1C(=NC2=C1C=C(C=C2OC(C)=O)C(=O)N(C)C)C 1-(4-methylbenzenesulfonyl)-N,N,2-trimethyl-4-acetoxy-1H-benzo[d]imidazole-6-carboxamide